Cl.ClC=1C=C(C#N)C=C(C1)CC(CCC[C@H]1NC[C@H](C1)COC)=O 3-chloro-5-(5-((2R,4S)-4-(methoxymethyl)pyrrolidin-2-yl)-2-oxopentyl)benzonitrile HCl salt